[Si](C)(C)(C(C)(C)C)OCCN1N=C(C2=CC=C(C=C12)C=1C=NN(C1)C1OCCCC1)C(=O)C1COC2=CC=C(C=C2C1)F (1-(2-((tert-butyldimethylsilyl)oxy)ethyl)-6-(1-(tetrahydro-2H-pyran-2-yl)-1H-pyrazol-4-yl)-1H-indazol-3-yl)(6-fluorochroman-3-yl)methanone